tert-butyl 5-methoxy-7-methyl-4-(2,2,2-trifluoro-1-hydroxyethyl)-1H-indole-1-carboxylate COC=1C(=C2C=CN(C2=C(C1)C)C(=O)OC(C)(C)C)C(C(F)(F)F)O